perfluoro-pentadecane-7,8-dione silver (I) [Ag+].FC(C(C(C(C(C(C(C(C(C(C(C(C(C(C(F)(F)F)(F)F)(F)F)(F)F)(F)F)(F)F)(F)F)=O)=O)(F)F)(F)F)(F)F)(F)F)(F)F)(F)F